FC1=CC=C(CC2=CC3=C(OC[C@@H](N3)C)N=C2C(=O)NCCOC)C=C1 (S)-7-(4-fluorobenzyl)-N-(2-methoxyethyl)-2-methyl-2,3-dihydro-1H-pyrido[2,3-b][1,4]oxazine-6-carboxamide